6-(1-methyl-1H-pyrazol-5-yl)-4-(5-methyl-7H-pyrrolo[2,3-d]pyrimidin-4-yl)-3,4-dihydro-2H-1,4-thiazine CN1N=CC=C1C1=CN(CCS1)C=1C2=C(N=CN1)NC=C2C